ClC=1C=NC(=C(C(=O)NC2CCC(CC2)CN2C(N(C3=C2C=CC=C3)C3=C(C=NC=C3)C)=O)C1)C(F)(F)F 5-chloro-N-((1r,4r)-4-((3-(3-methyl-pyridin-4-yl)-2-oxo-2,3-dihydro-1H-benzo[d]imidazol-1-yl)methyl)cyclohexyl)-2-(trifluoromethyl)nicotinamide